3-[3-(2-hydroxy-7-methylquinolin-3-yl)-1,2,4-oxadiazol-5-yl]-N-1,3-thiazol-2-ylpropanamide OC1=NC2=CC(=CC=C2C=C1C1=NOC(=N1)CCC(=O)NC=1SC=CN1)C